COC1=CC=C(C=C1)N1N=C(NC1=O)C1CN(CCC1)C(=O)OC(C)(C)C tert-butyl 3-(1-(4-methoxyphenyl)-5-oxo-4,5-dihydro-1H-1,2,4-triazol-3-yl)piperidine-1-carboxylate